(5-amino-7-bromo-2-methyl-3-{[tri(prop-2-yl)silyl]ethynyl}indazol-6-yl)(2-chloro-5-fluorophenyl)methanone NC1=CC2=C(N(N=C2C(=C1C(=O)C1=C(C=CC(=C1)F)Cl)Br)C)C#C[Si](C(C)C)(C(C)C)C(C)C